ClC=1C=C2C(=CC1)NC(C21CCN(CC1)CCOC=1C=C2CC(N(C2=C(C1)F)COCC[Si](C)(C)C)=O)=O 5-chloro-1'-{2-[(7-fluoro-2-oxo-1-{[2-(trimethylsilyl)ethoxy]methyl}-2,3-dihydro-1H-indol-5-yl)oxy]ethyl}-1,2-dihydrospiro[indole-3,4'-piperidin]-2-one